thieno[2',3':4,5]thieno[3,2-b]thieno[2,3-D]thiophene S1C=CC2=C1C=1SC3=C(C1S2)SC=C3